C(CCCCCCCC(=O)OCCOCCCC)(=O)OCCOCCCC bis(2-butoxyethyl) azelate